(E)-2-cyano-3-(1-(3,5-difluorobenzyl)-6-fluoro-1H-indol-3-yl)acrylic acid C(#N)/C(/C(=O)O)=C\C1=CN(C2=CC(=CC=C12)F)CC1=CC(=CC(=C1)F)F